6-bromo-N4-(6-(trifluoromethyl)pyridin-3-yl)quinoline-3,4-diamine BrC=1C=C2C(=C(C=NC2=CC1)N)NC=1C=NC(=CC1)C(F)(F)F